C1=NC=CC2=C(C=CC=C12)NC(=O)NCC1=CC=C(C=C1)C(F)(F)F 1-isoquinolin-5-yl-3-(4-trifluoromethyl-benzyl)-urea